BrC1=NN(C(=C1C#N)NCC1=CC=C(C=C1)OC)[C@H]1C[C@@H](N(C1)C(=O)OC(C)(C)C)COC tert-butyl (2R,4S)-4-(3-bromo-4-cyano-5-((4-methoxybenzyl)amino)-1H-pyrazol-1-yl)-2-(methoxymethyl)pyrrolidine-1-carboxylate